4,6-di-tert-butyl-3-ethylphenol C(C)(C)(C)C1=C(C=C(C(=C1)C(C)(C)C)O)CC